N-(4-fluorophenyl)formamide C1=CC(=CC=C1NC=O)F